2-(2,5-dimethoxy-4-(pentylthio)phenyl)ethylamine COC1=C(C=C(C(=C1)SCCCCC)OC)CCN